N-(5-methyl-4-nitro-1H-pyrazol-3-yl)acetamide CC1=C(C(=NN1)NC(C)=O)[N+](=O)[O-]